BrC1=CN=C2C(CCN(C2=C1C)C(=O)OC(C)(C)C)O tert-butyl 7-bromo-4-hydroxy-8-methyl-3,4-dihydro-2H-1,5-naphthyridine-1-carboxylate